C(C)OC1=NC(=NC=C1C(NC1=CC2=CN(N=C2C(=C1C)F)C)=O)N1CCN(CC1)C(=O)OC(C)(C)C tert-butyl 4-(4-ethoxy-5-((7-fluoro-2,6-dimethyl-2H-indazol-5-yl)carbamoyl)pyrimidin-2-yl)piperazine-1-carboxylate